FC1=C(N)C=CC(=C1C)OC1=CC2=C(N(C=N2)C)C=C1 2-fluoro-3-methyl-4-((1-meth-yl-1H-benzo[d]imidazol-5-yl)-oxy)aniline